C1(=CCCCC1)C=1C2=C(N=C(N1)NC1=CC=C(C=3OCCOC31)C3=CC=NN3C)NC=C2C#N 4-(cyclohex-1-en-1-yl)-2-((8-(1-methyl-1H-pyrazol-5-yl)-2,3-dihydrobenzo[b][1,4]dioxin-5-yl)amino)-7H-pyrrolo[2,3-d]pyrimidine-5-carbonitrile